Piperidin-3-ylmethyl (2-amino-5-(thiophen-2-yl)phenyl)carbamate NC1=C(C=C(C=C1)C=1SC=CC1)NC(OCC1CNCCC1)=O